5-((dimethylamino)methylene)cyclopentan-1-one CN(C)C=C1CCCC1=O